COC1=C(C=CC=C1)CC(=O)C1=CN(C2=CC=CC=C12)CCCCC 2-(2-methoxyphenyl)-1-(1-pentyl-1H-indol-3-yl)ethanone